CN(/C=C/C(=O)C1CN(C1)C(=O)OC(C)(C)C)C tert-Butyl 3-[(E)-3-(dimethylamino)prop-2-enoyl]azetidine-1-carboxylate